C(CC)C=C(C(=O)OOCCC)C#N propoxy propyl-cyanoacrylate